C1(CCCCC1)C(=O)OCCCC Cyclohexanecarboxylic acid, butyl ester